tert-butyl 4-[4-[7-(3-amino-4-nitro-phenoxy)-8-chloro-quinoxalin-2-yl]pyrazol-1-yl]piperidine-1-carboxylate NC=1C=C(OC2=CC=C3N=CC(=NC3=C2Cl)C=2C=NN(C2)C2CCN(CC2)C(=O)OC(C)(C)C)C=CC1[N+](=O)[O-]